(R)-1-chloro-3-(2,6-dichloro-4-(2-(4-((S)-2-hydroxy-3-isopropoxypropoxy)phenyl)propan-2-yl)phenoxy)propan-2-ol ClC[C@@H](COC1=C(C=C(C=C1Cl)C(C)(C)C1=CC=C(C=C1)OC[C@H](COC(C)C)O)Cl)O